(R)-2-((4-(2-chloro-4-fluorophenyl)-1-oxo-1,2-dihydroisoquinolin-7-yl)oxy)propanoic acid ClC1=C(C=CC(=C1)F)C1=CNC(C2=CC(=CC=C12)O[C@@H](C(=O)O)C)=O